CNC1=NC=CC=C1COC(CN(C)C(=O)OC(C)(C)C)=O (2-(Methylamino)pyridin-3-yl)methyl-N-(tert-butoxycarbonyl)-N-methylglycinate